3-(4,5-dimethylthiazol-2-yl)-2,5-diphenyltetrazolinium bromide CC1=C(SC(=[NH+]1)N2NC(=NN2C3=CC=CC=C3)C4=CC=CC=C4)C.[Br-]